O1CCC(C2=C1C=CC=C2)=O 2,3-dihydro-benzopyran-4-one